C[C@@H]1N(C[C@H](N(C1)C(C)C=1C=C2N=CC=NC2=CC1)C)C=1C=2C(N(C(C1)=O)C)=C(N(N2)C2OCCCC2)C 7-((2S,5R)-2,5-dimethyl-4-(1-(quinoxalin-6-yl)ethyl)piperazin-1-yl)-3,4-dimethyl-2-(tetrahydro-2H-pyran-2-yl)-2,4-dihydro-5H-pyrazolo[4,3-b]pyridin-5-one